7-Chloro-4-(8,8-difluoro-2-azabicyclo[5.1.0]octan-2-yl)-8-fluoro-2-(((2R,7aS)-2-fluorotetrahydro-1H-pyrrolizin-7a(5H)-yl)methoxy)pyrido[4,3-d]pyrimidine ClC1=C(C=2N=C(N=C(C2C=N1)N1C2C(C2CCCC1)(F)F)OC[C@]12CCCN2C[C@@H](C1)F)F